CN1SCCC1 2-Methylisothiazolin